Methyl O-(tert-butyldimethylsilyl)-N-(2-(4-(2-methoxyethoxy)phenyl)thiazole-4-carbonyl)-L-serinate [Si](C)(C)(C(C)(C)C)OC[C@H](NC(=O)C=1N=C(SC1)C1=CC=C(C=C1)OCCOC)C(=O)OC